2-(1-(cyclopropylmethyl)-6-(N-methylmethylsulfonamido)-1H-pyrrolo[2,3-b]pyridin-2-yl)-3,4-dihydro-5-oxa-1,2a-diazaacenaphthylene-7-carboxylic acid C1(CC1)CN1C(=CC=2C1=NC(=CC2)N(S(=O)(=O)C)C)C2=NC=1C=C(C=C3OCCN2C13)C(=O)O